C(CCC)SNCCC1=CC(=CC(=C1)OC)OC butylthio-3,5-dimethoxy-phenethylamine